C(C)(C)(C)OC(NC1=CC=C(C=C1)N1C(N(C(C1(C)C)=N)C1=CC(=C(C=C1)C#N)C(F)(F)F)=S)=O {4-[3-(4-cyano-3-trifluoromethylphenyl)-4-imino-5,5-dimethyl-2-thioxoimidazol-1-yl]phenyl}carbamic acid tert-butyl ester